6,6'-dichloro-4,4'-diaminobiphenyl ClC1=CC(=CC=C1C1=CC=C(C=C1Cl)N)N